NC1=CC=C(C=C1)C=1NC2=CC=CC=C2C1C(C[N+](=O)[O-])C1=CC(=CS1)B(O)O (5-(1-(2-(4-aminophenyl)-1H-indol-3-yl)-2-nitroethyl)thiophen-3-yl)boronic acid